(R)-2,2-difluoro-2-(3-(1-((2-methyl-7,8,10,11-tetrahydro-[1,4,7]trioxonino[2,3-g]quinazolin-4-yl)amino)ethyl)phenyl)ethan-1-ol FC(CO)(C1=CC(=CC=C1)[C@@H](C)NC1=NC(=NC2=CC3=C(C=C12)OCCOCCO3)C)F